NC\C=C(\CN1N=NC2=C1C=C(C=C2C2=CC(=CC=C2)S(=O)(=O)N2CCCC2)C(=O)NC)/F (Z)-1-(4-amino-2-fluorobut-2-en-1-yl)-N-methyl-4-(3-(pyrrolidin-1-ylsulfonyl)phenyl)-1H-benzo[d][1,2,3]triazole-6-carboxamide